tert-butyl-(3aR,6aS)-hexahydropyrrolo[3,4-c]pyrrole C(C)(C)(C)C1NC[C@@H]2C1=CNC2